methyl 2,4-dihydroxy-3,6-dimethylbenzoate (Methyl 2,4-dihydroxy-3,6-dimethylbenzoate) CC=1C(=C(C(=C(C(=O)O)C1C)O)C)O.OC1=C(C(=O)OC)C(=CC(=C1C)O)C